3,3''-Dibromo-1,1':3',1''-terphenyl BrC=1C=C(C=CC1)C1=CC(=CC=C1)C1=CC(=CC=C1)Br